C1(CC1)N1N=CC(=C1)NC1=NC=C(C=N1)C(=O)N 2-((1-cyclopropyl-1H-pyrazol-4-yl)amino)pyrimidin-5-carboxamide